CCC(C)C i-Pentan